FC=1C=C(N)C=CC1OC1=CC=NC2=CC(=C(N=C12)OCCCN1CCOCC1)C 3-fluoro-4-((7-methyl-6-(3-morpholinylpropoxy)-1,5-naphthyridin-4-yl)oxy)aniline